OP(O)(=O)OP(=O)(O)O.P(=O)(O)(O)OP(=O)(O)O pyrophosphoric acid (diphosphate)